2-((2-(3,4-Dimethoxyphenyl)-3-isopropyl-1H-indol-5-yl)oxy)-N-((4-hydroxy-1-methylpiperidin-4-yl)methyl)acetamid COC=1C=C(C=CC1OC)C=1NC2=CC=C(C=C2C1C(C)C)OCC(=O)NCC1(CCN(CC1)C)O